2-(4-chloro-2-fluorophenyl)-5-(1H-pyrrolo[2,3-b]pyridin-4-yl)-1H-pyrrole-3-carboxamide ClC1=CC(=C(C=C1)C=1NC(=CC1C(=O)N)C1=C2C(=NC=C1)NC=C2)F